(S)-(4-(7-(difluoromethyl)pyrazolo[1,5-a]pyridin-2-yl)-6,7-dihydro-1H-imidazo[4,5-c]pyridin-5(4H)-yl)(5-(1-(trifluoromethyl)-1H-pyrazol-3-yl)-1,3,4-oxadiazol-2-yl)methanone FC(C1=CC=CC=2N1N=C(C2)[C@H]2N(CCC1=C2N=CN1)C(=O)C=1OC(=NN1)C1=NN(C=C1)C(F)(F)F)F